FC(C=1C(=CC(=C(C1)B1OC(C(O1)(C)C)(C)C)C)S(=O)C)F 2-[5-(difluoromethyl)-2-methyl-4-methylsulfinyl-phenyl]-4,4,5,5-tetramethyl-1,3,2-dioxaborolane